(2-(3,3-Difluorocyclopentyl)ethyl)-4-(5-methyl-2,5-diazabicyclo[2.2.2]octan-2-yl)-1H-benzo[d]imidazole-1-carboxamide FC1(CC(CC1)CCC1=NC2=C(N1C(=O)N)C=CC=C2N2C1CN(C(C2)CC1)C)F